2-(2-((5-Methyl-2-(1-methyl-1H-imidazol-2-yl)-6-(1-methyl-1H-pyrazol-3-yl)pyrrolo[2,1-f][1,2,4]triazin-4-yl)amino)pyridin-4-yl)propan-2-ol CC=1C(=CN2N=C(N=C(C21)NC2=NC=CC(=C2)C(C)(C)O)C=2N(C=CN2)C)C2=NN(C=C2)C